4-fluoro-2,3-dihydrobenzo[b]thiophene FC1=CC=CC=2SCCC21